C1(=CC(=CC=C1)S(=O)(=O)N1CCC2N(C(C(C1)NC([C@H](C)NC)=O)=O)C(CC2)C(=O)NC(C2=CC=CC=C2)C2=CC=CC=C2)S(=O)(=O)N2CCC1N(C(C(C2)NC([C@H](C)NC)=O)=O)C(CC1)C(=O)NC(C1=CC=CC=C1)C1=CC=CC=C1 10'(R)-3,3'-(1,3-phenylenedisulfonyl)bis(N-benzhydryl-5-((S)-2-(methylamino)propanamido)-6-oxodecahydropyrrolo[1,2-a][1,5]diazocine-8-carboxamide)